1-(5-(4-(1-carboxycyclopropyl)butoxy)pentyl)cyclopropane C(=O)(O)C1(CC1)CCCCOCCCCCC1CC1